3,4-methylenedioxy-1-((beta-hydroxyethyl)amino)benzene lithium [Li].C1OC=2C=C(C=CC2O1)NCCO